C(C1=CC=CC=C1)OC(=O)N[C@@H]1[C@H]([C@@H](NC2=CC(=C(C=C12)C(=O)OC)OC)C1CC1)C |r| rac-(2S,3S,4R)-Methyl 4-(((benzyloxy)carbonyl)amino)-2-cyclopropyl-7-methoxy-3-methyl-1,2,3,4-tetrahydroquinoline-6-carboxylate